ClC1=C(C=C(C=C1)B(O)O)OCCC 4-CHLORO-3-PROPOXYPHENYLBORONIC ACID